1,1,1-trifluoromethyl-decene FCC(C=CCCCCCCC)(CF)CF